N-(2-ethoxypropyl)azetidine-3-carboxamide hydrochloride Cl.C(C)OC(CNC(=O)C1CNC1)C